2-Palmitoyl-cyclohexane C(CCCCCCCCCCCCCCC)(=O)C1CCCCC1